BrC=1C=CC=C2CCCC(C12)C#N 8-Bromo-1,2,3,4-tetrahydronaphthalene-1-carbonitrile